2-(2-amino-6-((4'-cyano-[1,1'-biphenyl]-4-yl)amino)-9H-purin-9-yl)-N-(1-ethyl-3-methyl-1H-pyrazol-5-yl)acetamide NC1=NC(=C2N=CN(C2=N1)CC(=O)NC1=CC(=NN1CC)C)NC1=CC=C(C=C1)C1=CC=C(C=C1)C#N